2-amino-4-bromo-3-fluoro-5-formylbenzoic acid methyl ester COC(C1=C(C(=C(C(=C1)C=O)Br)F)N)=O